C1([C@H](O)[C@@H](O)[C@H](O)[C@H](O1)CO)[C@]1([C@H](C(O)O[C@@H]([C@H]1O)CO)O)O 3-D-glucopyranosyl-D-glucopyranose